3-{5-[7-amino-2-(2-carbamoyl-2-methylideneethyl)-1-oxo-2,3-dihydro-1H-isoindol-4-yl]-1H-indazol-3-yl}-N-methylbenzamide NC=1C=CC(=C2CN(C(C12)=O)CC(=C)C(N)=O)C=1C=C2C(=NNC2=CC1)C=1C=C(C(=O)NC)C=CC1